C(C)(C)(C)OC(C(C)(C)C1=CN=C(S1)S(=O)(=O)Cl)=O 2-(2-(Chlorosulfonyl)thiazol-5-yl)-2-methylpropanoic acid tert-butyl ester